4-Benzyl-hexahydropyrrolo[3,4-b][1,4]oxazin C(C1=CC=CC=C1)N1C2C(OCC1)CNC2